C(C)(C)(C)OC(=O)N1CCC(CC1)N1N=C2C(=C1)SC(=C2)C2=CC1=CN(N=C1C(=C2)F)C tert-butyl-4-[5-(7-fluoro-2-methylindazol-5-yl)thieno[3,2-c]pyrazol-2-yl]piperidine-1-carboxylate